2-(4-((dimethylamino)methyl)phenyl)-6-methyl-5-(1-morpholinoethyl)indolizine-7-carboxylic acid CN(C)CC1=CC=C(C=C1)C=1C=C2C=C(C(=C(N2C1)C(C)N1CCOCC1)C)C(=O)O